2-fluoro-4-(1H-pyrazol-1-yl)benzene FC1=CC=CC(=C1)N1N=CC=C1